3-(4-amino-2-(4-(tert-butoxy)-4-oxobutoxy)-3-fluorophenyl)propanoic acid NC1=C(C(=C(C=C1)CCC(=O)O)OCCCC(=O)OC(C)(C)C)F